CC(C(=O)NC1=CC(=C(C=C1)[N+](=O)[O-])C(F)(F)F)C 2-methyl-N-[4-nitro-3-(trifluoromethyl)phenyl]-propanamide